C(OCC[C@H](C)N1N=NN=C1COC[C@H](C)NC1CCC(CC1)NC1=NC=C(C(=C1)C1=NC(=CC=C1)NCC1(CCOCC1)C#N)Cl)([O-])=O [(1S)-1-[5-[[(2S)-2-[[4-[[5-chloro-4-[6-[(4-cyanotetrahydropyran-4-yl)methylamino]-2-pyridyl]-2-pyridyl]amino]cyclohexyl]amino]propoxy]methyl]tetrazol-1-yl]ethyl]ethyl carbonate